C(C(C(C(CO)O)O)O)O pentitol